methyl (3S)-3-(3,5-dibromophenyl)-3-(2-(4-((5-fluoro-1,4,5,6-tetrahydropyrimidin-2-yl)amino)-1H-indazole-6-carboxamido)acetamido)propanoate trifluoroacetate FC(C(=O)O)(F)F.BrC=1C=C(C=C(C1)Br)[C@H](CC(=O)OC)NC(CNC(=O)C1=CC(=C2C=NNC2=C1)NC=1NCC(CN1)F)=O